C(C)(C)(C)OC(=O)N1CC(CCC1)C(C)(C)O.ClC1=CC=C(O[C@@H](C(=O)N[C@@H]2CN[C@H](CC2)C=2OC(=NN2)C2=CC=C(C=C2)C(F)(F)F)C)C=C1 (2R)-2-(4-chlorophenoxy)-N-[(3S,6R)-6-{5-[4-(trifluoromethyl)phenyl]-1,3,4-oxadiazol-2-yl}piperidin-3-yl]propanamide tert-Butyl-3-(1-hydroxy-1-methyl-ethyl)piperidine-1-carboxylate